(R)-3-(isoquinolin-4-yl)-2-oxo-1-(2-(trifluoromethyl)pyrimidin-5-yl)imidazoline-4-carbonitrile C1=NC=C(C2=CC=CC=C12)N1C(N(C[C@@H]1C#N)C=1C=NC(=NC1)C(F)(F)F)=O